1-((5-(5-(difluoromethyl)-1,3,4-oxadiazol-2-yl)pyridin-2-yl)methyl)-6-fluoro-3-(1-methylazetidin-3-yl)-5-(pyridin-3-yl)-1,3-dihydro-2H-benzo[d]imidazol-2-one FC(C1=NN=C(O1)C=1C=CC(=NC1)CN1C(N(C2=C1C=C(C(=C2)C=2C=NC=CC2)F)C2CN(C2)C)=O)F